COC=[C] methoxymethylenecarbon